N-(2,3-dimethylbutan-2-yl)hexane-1,6-diamine CC(C)(C(C)C)NCCCCCCN